[Fe](C#N)C#N.[Zn] zinc-iron cyanide